Br[Mn](=C=O)(=C=O)(=C=O)(=C=O)=C=O bromopentacarbonyl-manganese